(9,9-dimethylfluoren-2-yl)boronic acid CC1(C2=CC=CC=C2C=2C=CC(=CC12)B(O)O)C